(R)-3-fluoropyridine FC=1C=NC=CC1